3-(4-chloro-2-fluoro-5-methoxyphenyl)-6-(methoxymethyl)pyridazine ClC1=CC(=C(C=C1OC)C=1N=NC(=CC1)COC)F